ClC1=C(OC=2C=CC(N(C2)C(C(=O)[O-])C)=O)C(=CC(=C1)N1C(=CC=C1C)C)Cl 2-(5-(2,6-dichloro-4-(2,5-dimethyl-1H-pyrrol-1-yl)phenoxy)-2-oxopyridin-1(2H)-yl)propanoate